phenylacrylic acid C1=CC=C(C=C1)/C=C/C(=O)O